(4-methoxybenzyl)-2-methyl-1H-imidazole COC1=CC=C(CN2C(=NC=C2)C)C=C1